ClC1=NC=CC(=C1)C[N+]#[C-] 2-CHLORO-4-ISOCYANOMETHYL-PYRIDINE